(5-amino-7-fluoroimidazo[1,2-c]quinazolin-2-yl)(7-ethyl-2,7-diazaspiro[4.4]nonan-2-yl)methanone NC1=NC=2C(=CC=CC2C=2N1C=C(N2)C(=O)N2CC1(CC2)CN(CC1)CC)F